N1C=NC(=C1)CCO 2-(1H-imidazol-4-yl)ethanol